O(Cl)Cl.[In] Indium oxychloride